CC1(CN(C2=CC=CC(=C12)Cl)C(C)=O)CCC#N 3-(3-methyl-1-acetyl-4-chloroindolin-3-yl)propionitrile